4-(3-bromophenyl)thiazol-2-amine BrC=1C=C(C=CC1)C=1N=C(SC1)N